(2-phenyl-1,2,3,4-tetrahydroquinoline-5-yl)methanol C1(=CC=CC=C1)C1NC2=CC=CC(=C2CC1)CO